5-amino-3-(7-((5-fluoro-2-methoxybenzamido)methyl)-1H-indol-4-yl)-1-(1,1,1,3,3,3-hexafluoropropan-2-yl)-1H-pyrazole-4-carboxamide NC1=C(C(=NN1C(C(F)(F)F)C(F)(F)F)C1=C2C=CNC2=C(C=C1)CNC(C1=C(C=CC(=C1)F)OC)=O)C(=O)N